FC(C(=O)N[C@@H]1C\C=C/CCS[C@@H]2[C@@H]([C@H]([C@H]([C@@H]1O2)O)O)O)(F)F 2,2,2-trifluoro-N-((1R,8R,9R,10R,11S,12R,Z)-10,11,12-trihydroxy-13-oxa-2-thiabicyclo[7.3.1]tridec-5-en-8-yl)acetamide